Triglycerylbehenat C(C(O)CO)C(CCCCCCCCCCCCCCCCCCCCC(=O)[O-])(CC(O)CO)CC(O)CO